C1(=CC=CC=C1)C1=C(C=NC=C1)NC(=O)C1=NC(=NC=C1)NC1=CN=CC=2CCCCC12 N-(4-phenylpyridin-3-yl)-2-((5,6,7,8-tetrahydroisoquinolin-4-yl)amino)pyrimidine-4-carboxamide